(R)-4-chloro-5-(3-((5-fluoro-4-(1,3,5-trimethyl-1H-pyrazol-4-yl)pyridin-2-yl)oxy)pyrrolidin-1-yl)pyridazin-3(2H)-one ClC=1C(NN=CC1N1C[C@@H](CC1)OC1=NC=C(C(=C1)C=1C(=NN(C1C)C)C)F)=O